C=1N=CN2C1C1=CC=CC=C1[C@H]2C2C(C1(C2)CCNCC1)O 2-((R)-5H-imidazo[5,1-a]isoindol-5-yl)-7-azaspiro[3.5]nonan-1-ol